C(C1=CC=CC=C1)OC=1C(=C(C=C(C1F)C(F)(F)F)C1=NN(C2=NC(=NC=C21)N([C@H]2CN(C1=CC=CC=C1C2)C)C)C)F (R)-N-(3-(3-(benzyloxy)-2,4-difluoro-5-(trifluoromethyl)phenyl)-1-methyl-1H-pyrazolo[3,4-d]pyrimidin-6-yl)-N,1-dimethyl-1,2,3,4-tetrahydroquinolin-3-amine